C(CC)OC(OCCC)C#C dipropoxymethylacetylene